OCC1OCC(C(C1O)N1N=NC(=C1)C1=CC(=C(C(=C1)F)F)F)OC 2-(hydroxymethyl)-5-methoxy-4-(4-(3,4,5-trifluorophenyl)-1H-1,2,3-triazol-1-yl)tetrahydro-2H-pyran-3-ol